2-trideuteromethoxy-4-(trideuteromethylamino)benzamide [2H]C(OC1=C(C(=O)N)C=CC(=C1)NC([2H])([2H])[2H])([2H])[2H]